C1(CCCCC1)C(C(=O)[O-])(C(=O)[O-])C1CCCCC1.[K+].[Li+] lithium potassium 2,2-dicyclohexylmalonate